(E)-3-(2-fluoro-4-(trifluoromethyl)styryl)azetidine 2,2,2-trifluoroacetate FC(C(=O)O)(F)F.FC1=C(/C=C/C2CNC2)C=CC(=C1)C(F)(F)F